pyrazolo[1,5-a]pyridin-4-yl triflate O(S(=O)(=O)C(F)(F)F)C=1C=2N(C=CC1)N=CC2